FC1=CC=C(C=C1)C=C1C(C2=CC(=CC=C2C1)O)=O 2-(4-fluorophenylmethylene)-6-hydroxy-2,3-dihydro-1H-inden-1-one